2-(6-amino-5-((1-(4-(2-(piperazin-1-yl)ethoxy)phenyl)piperidin-3-yl)oxy)pyridazin-3-yl)phenol NC1=C(C=C(N=N1)C1=C(C=CC=C1)O)OC1CN(CCC1)C1=CC=C(C=C1)OCCN1CCNCC1